5-fluoro-N-methylpyridin-2-carboxamide FC=1C=CC(=NC1)C(=O)NC